C1(CC1)C1=CC2=C(CC(O2)(C)C)C=C1NC(=O)C=1C=NN2C1N=C(C=C2)C[C@@H]2CNC(C2)=O (S)-N-(6-cyclopropyl-2,2-dimethyl-2,3-dihydrobenzofuran-5-yl)-5-((5-oxopyrrolidin-3-yl)methyl)pyrazolo[1,5-a]pyrimidine-3-carboxamide